(2s,3s,4s)-5-chloro-6-fluoro-2-(((((trans)-4-hydroxy-4-methylcyclohexyl)amino)methyl)-3-methyl-2-phenyl-2,3-dihydrobenzofuran-4-yl)-3-fluoro-4-(2-methoxyethoxy)benzamide ClC=1C(=C(C(=C(C(=O)N)C1F)C1=CC=CC2=C1[C@@H]([C@](O2)(C2=CC=CC=C2)CNC2CCC(CC2)(C)O)C)F)OCCOC